Difluoro-4-bromophenol FC=1C(=C(C=CC1Br)O)F